2-bromo-4-(((tert-butyldimethylsilyl)oxy)methyl)-5-methylthiazole BrC=1SC(=C(N1)CO[Si](C)(C)C(C)(C)C)C